N-(5-(3-fluorobenzyl)pyridin-2-yl)-5-methylisoxazole-3-carboxamide FC=1C=C(CC=2C=CC(=NC2)NC(=O)C2=NOC(=C2)C)C=CC1